CC1=C(C(=CC(=C1)C(F)(F)F)C)N1N=C2C(N=C(NC2=O)N2CCCC2)=N1 2-(2,6-dimethyl-4-(trifluoromethyl)phenyl)-5-(pyrrolidin-1-yl)-2,6-dihydro-7H-[1,2,3]triazolo[4,5-d]pyrimidin-7-one